N1=CC(=C2N1C=CC=C2)C=2C=C1C=NN(C1=CC2)C(=O)N 5-(pyrazolo[1,5-a]pyridin-3-yl)-1H-indazole-1-carboxamide